C(#N)C=1C=C(C=CC1)[C@@H]1N(OCC1)C1=CC(=NC=N1)NC=1C(=CC(=C(C1)NC(C=C)=O)N1CCC(CC1)N1C[C@H](N(CC1)C1CC1)C)OC N-(5-((6-((R)-3-(3-cyanophenyl)isoxazolidine-2-yl)pyrimidine-4-yl)amino)-2-(4-((R)-4-cyclopropyl-3-methylpiperazine-1-yl)piperidine-1-yl)-4-methoxyphenyl)acrylamide